(3R)-3-(4-Chlorophenyl)-2-[(5-chloropyridin-2-yl)methyl]-6-[2-hydroxy-1-(3-oxopiperazin-1-yl)propan-2-yl]-3-methoxy-2,3-dihydro-1H-isoindol-1-on ClC1=CC=C(C=C1)[C@@]1(N(C(C2=CC(=CC=C12)C(CN1CC(NCC1)=O)(C)O)=O)CC1=NC=C(C=C1)Cl)OC